1-(5-(1-benzyl-1H-pyrazol-4-yl)-1-methyl-2-oxo-1,2-dihydropyridin-4-yl)-1H-pyrrole-3-carboxylic acid C(C1=CC=CC=C1)N1N=CC(=C1)C=1C(=CC(N(C1)C)=O)N1C=C(C=C1)C(=O)O